9,9'-((3-([1,1':3',1''-terphenyl]-2'-yl)-4-(2-(4,6-diphenyl-1,3,5-triazin-2-yl)phenyl)pyridine-2,6-diyl)bis(4,1-phenylene))bis(3-methyl-9H-carbazole) C1(=CC=CC=C1)C1=C(C(=CC=C1)C1=CC=CC=C1)C=1C(=NC(=CC1C1=C(C=CC=C1)C1=NC(=NC(=N1)C1=CC=CC=C1)C1=CC=CC=C1)C1=CC=C(C=C1)N1C2=CC=CC=C2C=2C=C(C=CC12)C)C1=CC=C(C=C1)N1C2=CC=CC=C2C=2C=C(C=CC12)C